4-(methyl)imidazolium tosylate S(=O)(=O)([O-])C1=CC=C(C)C=C1.CC=1[NH+]=CNC1